propyl-[2-[(2R,3S,4S,5S)-3,4,5-trihydroxy-6-(4-methoxyphenoxy)tetrahydropyran-2-yl]ethyl]phosphinic acid C(CC)P(O)(=O)CC[C@H]1OC([C@H]([C@H]([C@@H]1O)O)O)OC1=CC=C(C=C1)OC